The molecule is a carbodiimide compound having a cyclohexyl substituent on both nitrogen atoms. It has a role as a peptide coupling reagent, an ATP synthase inhibitor and a cross-linking reagent. C1CCC(CC1)N=C=NC2CCCCC2